(±)-5-Isopropoxy-2-(((2S,5S)-2,4,5-trimethylpiperidin-4-yl)oxy)pyridine hydrochloride Cl.C(C)(C)OC=1C=CC(=NC1)O[C@@]1(C[C@@H](NC[C@@H]1C)C)C |&1:12|